1-(2-(4,4-dimethylpiperidin-1-yl)-3,6-dimethyl-4-oxo-3,4-dihydroquinazolin-8-yl)ethyl methanesulfonate CS(=O)(=O)OC(C)C=1C=C(C=C2C(N(C(=NC12)N1CCC(CC1)(C)C)C)=O)C